1-(2-chloro-6-fluorobenzyl)-N-((7-methoxybenzofuran-2-yl)methyl)-3-methyl-2-oxo-1,2,3,4-tetrahydroquinazoline-7-carboxamide ClC1=C(CN2C(N(CC3=CC=C(C=C23)C(=O)NCC=2OC3=C(C2)C=CC=C3OC)C)=O)C(=CC=C1)F